4-(2-azaspiro[3.4]octan-2-yl)aniline tert-butyl-4-[4-(3-amino-6-chloro-pyridazin-4-yl)triazol-1-yl]piperidine-1-carboxylate C(C)(C)(C)OC(=O)N1CCC(CC1)N1N=NC(=C1)C1=C(N=NC(=C1)Cl)N.C1N(CC12CCCC2)C2=CC=C(N)C=C2